6-{[2-(4-isopropylphenyl)imidazo[1,2-a]pyrimidin-3-yl]methyl-2,6-diazabicyclo[3.2.2]non-2-yl}(6-methoxypyridin-2-yl)methanone C(C)(C)C1=CC=C(C=C1)C=1N=C2N(C=CC=N2)C1CC12N(CCC(NC1)CC2)C2(C=CC=C(N2)C=O)OC